(3,4-dihydroxyphenethyl)-6-hydroxy-2,3-dimethoxyphenanthrene-9-carboxamide OC=1C=C(CCC2=C(C(=CC=3C4=CC(=CC=C4C(=CC23)C(=O)N)O)OC)OC)C=CC1O